C1(=CC=CC=C1)S(=O)(=O)NC(CC1=CC(=CC=C1)C(N)=NO)C=1SC2=C(N1)C=CC(=C2)OCCNC(OC(C)(C)C)=O tert-butyl N-[2-[[2-[1-(benzenesulfonamido)-2-[3-(N'-hydroxycarbamimidoyl)phenyl]ethyl]-1,3-benzothiazol-6-yl]oxy]ethyl]carbamate